[CH-]1C=C1 cycloprop-2-ene-1-ide